FC=1C=C(COC2=CC=C(C=C2)C2=NOC(=C2)[C@@H]([C@@](CN2N=NN=C2)(O)C2=C(C=C(C=C2)F)F)C)C=CC1F (2R,3R)-3-(3-(4-(3,4-difluorobenzyloxy)phenyl)isoxazol-5-yl)-2-(2,4-difluorophenyl)-1-(1H-tetrazol-1-yl)butan-2-ol